N-((1S,2R)-2-(2-chlorophenyl)cyclopropyl)-4-fluoropyrrolidine-2-carboxamide ClC1=C(C=CC=C1)[C@@H]1[C@H](C1)NC(=O)C1NCC(C1)F